3-methyl-1-iodo-pentane CC(CCI)CC